5-bromo-1H-pyrazolo[3,4-b]pyridin-3-amide BrC=1C=C2C(=NC1)NN=C2C(=O)N